C(C1=CC(=C(N)C=C1)Cl)C1=CC(=C(N)C=C1)Cl 4,4'-methylene-bis-(o-chloroaniline)